(E)-N,N-diethyl-3-(((4-nitrophenyl)carbamoyl)oxy)cyclooct-1-en-1-amine oxide C(C)[N+](\C\1=C\C(CCCCC1)OC(NC1=CC=C(C=C1)[N+](=O)[O-])=O)(CC)[O-]